3-((2-(trimethylsilyl)ethyl)thio)pyridine C[Si](CCSC=1C=NC=CC1)(C)C